COC1=NC=C(C=N1)C(=O)NC=1SC=C(N1)C=1C(=NC=CC1)OC 2-methoxy-N-[4-(2-methoxy-3-pyridyl)thiazol-2-yl]pyrimidine-5-carboxamide